2-chloro-N-(1-(4-chlorophenyl)-3-hydroxypropan-2-yl)acetamide ClCC(=O)NC(CC1=CC=C(C=C1)Cl)CO